COC=1C=C(C(=O)O)C=CC1N1CCC(CC1)C 3-methoxy-4-(4-methylpiperidin-1-yl)benzoic acid